{(3E)-3-[3-(4-chloropyridin-2-yl)prop-2-yn-1-ylidene]-2,2-dimethylpyrrolidin-1-yl}(piperidin-1-yl)methanone ClC1=CC(=NC=C1)C#C\C=C/1\C(N(CC1)C(=O)N1CCCCC1)(C)C